N(=C=O)C1CC(CC(C1)(C)C)(CN=C=O)C 1-isocyanato-3,5,5-trimethyl-3-isocyanatomethylcyclohexane